C(=S)(N1C=NC=C1)N1C=NC=C1 1,1'-(thiocarbonyl)-diimidazole